[Na].C(F)(F)F.[Na] sodium fluoroform, sodium salt